C(#C)C1=CC(=C(CNC(=O)[C@H]2N(C[C@@H](C2)O)C([C@H](C(C)(C)C)NC(OC(C)(C)C)=O)=O)C=C1)OCCCOC Tert-butyl ((S)-1-((2S,4R)-2-((4-ethynyl-2-(3-methoxypropoxy)benzyl)carbamoyl)-4-hydroxypyrrolidin-1-yl)-3,3-dimethyl-1-oxobutan-2-yl)carbamate